[K+].N1C=C(C2=CC=CC=C12)CCCC(=O)[O-] 3-indolebutyric acid potassium salt